4-bromo-5-fluorobenzo[b]thiophene BrC1=C(C=CC=2SC=CC21)F